tridecatrienoic acid C(C=CC=CC=CCCCCCC)(=O)O